C(C1=CC=CC=C1)OC1=C(C(=C(C(=O)OCC2=CC=CC=C2)C=C1F)F)F benzyl 4-benzyloxy-2,3,5-trifluoro-benzoate